N-[5-[2-(Acetamidomethyl)-6-methyl-4-pyridyl]-4-(3-cyanophenyl)thiazol-2-yl]-2-oxa-6-azaspiro[3.3]heptane-6-carboxamide C(C)(=O)NCC1=NC(=CC(=C1)C1=C(N=C(S1)NC(=O)N1CC2(COC2)C1)C1=CC(=CC=C1)C#N)C